CC12CNCC(CC1)(N2C(=O)N)C dimethyl-3,8-diazabicyclo[3.2.1]octane-8-carboxamide